2-({6-[(dibenzo[b,d]furan-2-yloxy)methyl]-5-methoxypyridin-3-yl}oxy)-N-methoxy-N-methylethylamine C1=C(C=CC=2OC3=C(C21)C=CC=C3)OCC3=C(C=C(C=N3)OCCN(C)OC)OC